tert-butyl 4-[3-[5-[[(1R)-1-[3-nitro-5-(trifluoromethyl) phenyl] ethyl] carbamoyl]-2-oxo-1-pyridinyl] phenyl]-3-oxo-piperazine-1-carboxylate [N+](=O)([O-])C=1C=C(C=C(C1)C(F)(F)F)[C@@H](C)NC(=O)C=1C=CC(N(C1)C=1C=C(C=CC1)N1C(CN(CC1)C(=O)OC(C)(C)C)=O)=O